FC1=C(C=CC=C1)NC1=NC=NC2=CC(=CC=C12)C(=O)NCCNC=1C2=CC=CC=C2N=C2CCCCC12 4-((2-fluorophenyl)amino)-N-(2-((1,2,3,4-tetrahydroacridin-9-yl)amino)ethyl)quinazolin-7-carboxamide